CN(CCCOCCCC1=NC=2C3=C(SC4=C(C2O1)C=CC=C4)C=CC=C3)C dimethyl-{3-[3-(1-oxa-8-thia-3-aza-dibenzo[e,h]azulen-2-yl)-propoxy]-prop-yl}-amine